O=C(C(=O)OCC(F)(F)F)N1[C@H](CC[C@@H](C1)C)C=1C=C2CCN(CC2=CC1)C |r| 2,2,2-trifluoroethyl 2-oxo-2-[rac-(2R,5S)-5-methyl-2-(2-methyl-3,4-dihydro-1H-isoquinolin-6-yl)-1-piperidyl]acetate